N[C@H]1C[C@@H](CC1)COC=1C(=CC(=NC1)C#N)C1=CC=2N(C=C1)N=C(C2)NC(=O)C2CC2 N-[5-[5-[[(1R,3R)-3-aminocyclopentyl]methoxy]-2-cyano-4-pyridyl]pyrazolo[1,5-a]pyridin-2-yl]cyclopropanecarboxamide